(2S)-NORBORNANE-2-CARBOXYLIC ACID C12[C@H](CC(CC1)C2)C(=O)O